O[C@@](C)(C1=CC=CC=C1)NC1=NC(=NC=C1C=1SC(=NN1)C)NC=1C=C2CCN(C(C2=CC1)=O)C 6-[[4-[[(1S)-1-hydroxy-1-phenyl-ethyl]amino]-5-(5-methyl-1,3,4-thiadiazol-2-yl)pyrimidin-2-yl]amino]-2-methyl-3,4-dihydroisoquinolin-1-one